tert-butyl-dimethyl-monosilane C(C)(C)(C)[SiH](C)C